ClC=1C=C(C=C(C1)Cl)CNC(=O)N1[C@H](CCC1)C(=O)NC1=CC=C(C=C1)C1=CC=C(C=C1)C(=O)O 4'-[(1-{[(3,5-dichlorophenyl)methyl]carbamoyl}-D-prolyl)amino][1,1'-biphenyl]-4-carboxylic acid